ClC1=C(C=CC=C1)C1=NN=C(O1)S 5-(2-chlorophenyl)-1,3,4-oxadiazole-2-thiol